3-(3-{2-Fluoro-4-[(2-methyl-1H-imidazol-1-yl)methyl]phenyl}-5-isobutyl-2-thienylsulfonyl)-1-(2,2,2-trifluoroethyl)urea FC1=C(C=CC(=C1)CN1C(=NC=C1)C)C1=C(SC(=C1)CC(C)C)S(=O)(=O)NC(NCC(F)(F)F)=O